NC1=C(C=C(C=N1)C=1C=C2N(N1)CC[C@]21CN(CC1)C(=O)NCC)OCC=1C=NC=CC1 |r| (rac)-2'-{6-amino-5-[(pyridin-3-yl)methoxy]pyridin-3-yl}-N-ethyl-5',6'-dihydrospiro[pyrrolidine-3,4'-pyrrolo[1,2-b]pyrazole]-1-carboxamide